C(C(=C)C)(=O)O.OC1=CC=C(C=C1)C(C)(C)C1=CC=C(C=C1)O bisphenol A methacrylate